1-methyl-4-{4-methyl-4-[5-(propan-2-yl)-1,3-benzooxazol-2-yl]piperidin-1-yl}-2-oxo-1,2-dihydroquinoline-3-carboxamide CN1C(C(=C(C2=CC=CC=C12)N1CCC(CC1)(C=1OC2=C(N1)C=C(C=C2)C(C)C)C)C(=O)N)=O